4-fluorophenyl-triazolone FC1=CC=C(C=C1)C=1C(N=NN1)=O